ClC1=NC=2N(C(=C1)NCC1=CC=C(C=C1)N1C(=NC=C1)C)N=CC2C2CC2 5-chloro-3-cyclopropyl-N-(4-(2-methyl-1H-imidazol-1-yl)benzyl)pyrazolo[1,5-a]pyrimidin-7-amine